2-[3-(Ethylsulfanyl)-6-fluoropyridin-2-yl]-3-methyl-6-(trifluoromethyl)-3H-imidazo[4,5-c]pyridine C(C)SC=1C(=NC(=CC1)F)C1=NC2=C(C=NC(=C2)C(F)(F)F)N1C